C(C)[C@@H]1N(C[C@H](N(C1)C(C1=NC=C(C=C1)C(F)(F)F)C1=CC=C(C=C1)F)C)C=1C2=C(N(C(N1)=O)C)C=CC(=N2)C#N 4-((2S,5R)-2-ethyl-4-((4-fluorophenyl)(5-(trifluoromethyl)pyridin-2-yl)methyl)-5-methylpiperazin-1-yl)-1-methyl-2-oxo-1,2-dihydropyrido[3,2-d]pyrimidine-6-carbonitrile